BrC1=C2C=CC(C2=CC(=C1)F)=O 4-bromo-6-fluoroindenone